2-[3-(3-bromophenyl)ureido]-4-trifluoromethoxy-N-(2-amino-ethyl)benzamide BrC=1C=C(C=CC1)NC(NC1=C(C(=O)NCCN)C=CC(=C1)OC(F)(F)F)=O